C1=CC=C(C(=C1)N=NC2=C(C3=C(C=C(C=C3C=C2S(=O)(=O)O)S(=O)(=O)O)NC4=NC(=NC(=N4)NC5=CC=C(C=C5)NC6=NC(=NC(=N6)Cl)NC7=C8C(=CC(=C7)S(=O)(=O)O)C=C(C(=C8O)N=NC9=CC=CC=C9S(=O)(=O)O)S(=O)(=O)O)Cl)O)S(=O)(=O)O The molecule is a bis(azo) compound that consists of a benzene core having two (4-amino-6-chloro-1,3,5-triazin-2-yl)amino groups attached at positions 1 and 4 and which in turn have 5-hydroxy-6-[(2-sulfophenyl)diazenyl]-2,7-disulfonaphthalen-4-yl groups attached to their 4-amino functions. It has a role as a dye. It is a bis(azo) compound, a member of azobenzenes, a chloro-1,3,5-triazine, a diamino-1,3,5-triazine and a naphthalenesulfonic acid.